oxazol-5-ylmethyl (4-((8-(pyrrolidine-1-carbonyl)-8-azabicyclo[3.2.1]octan-3-yl)methyl)phenyl)carbamate N1(CCCC1)C(=O)N1C2CC(CC1CC2)CC2=CC=C(C=C2)NC(OCC2=CN=CO2)=O